[Si](C)(C)(C(C)(C)C)OC1=CC(=C(N)C=C1)N1CCOCC1 4-((tert-butyldimethylsilyl)oxy)-2-morpholinoaniline